(6-(2-(6-methylpyridin-2-yl)-5,6-dihydrocyclopenta[d]imidazol-1(4H)-yl)imidazo[1,2-a]pyridine-3-carbonyl)glycine CC1=CC=CC(=N1)C1=NC2=C(N1C=1C=CC=3N(C1)C(=CN3)C(=O)NCC(=O)O)CCC2